CN(CCC(=O)OC(C(=O)OCCCCCC(OC(CCCCCC)CCCCCCCC)=O)CCC(=O)OCCCCCC(OC(CCCCCC)CCCCCCCC)=O)C Bis(6-oxo-6-(pentadecan-7-yloxy)hexyl) 2-((3-(dimethylamino)propanoyl)oxy)pentanedioate